2-methyl-propanoate CC(C(=O)[O-])C